OC1=NC=CC(=C1)CNC(N)=O N'-[(2-hydroxypyridin-4-yl)methyl]urea